COC1=C(N)C=CC(=C1)C1(CC1)N1CCOCC1 2-methoxy-4-(1-morpholinocyclopropyl)aniline